1-((2R,5S)-4-((R)-6-chloro-7-(3,5-dimethyl-1H-indazol-4-yl)-8-fluoro-2-(3-(methylamino)azetidin-1-yl)quinazolin-4-yl)-2,5-dimethylpiperazin-1-yl)prop-2-en-1-one ClC=1C=C2C(=NC(=NC2=C(C1C1=C2C(=NNC2=CC=C1C)C)F)N1CC(C1)NC)N1C[C@H](N(C[C@@H]1C)C(C=C)=O)C